N-(6-(4-methylpiperazin-1-yl)pyridin-3-yl)-5-(pyrazolo[1,5-a]pyrimidin-5-yl)-7H-pyrrolo[2,3-d]pyrimidin-2-amine CN1CCN(CC1)C1=CC=C(C=N1)NC=1N=CC2=C(N1)NC=C2C2=NC=1N(C=C2)N=CC1